O1CCC2=C1C=C(C=C2)C=2C(=NC(=NC2)NC=2C=NN(C2)C)NC=2C=C(C=CC2F)NC(C=C)=O N-(3-((5-(2,3-dihydrobenzofuran-6-yl)-2-((1-methyl-1H-pyrazol-4-yl)amino)pyrimidin-4-yl)amino)-4-fluorophenyl)acrylamide